7-(hydroxymethyl)-3-methyl-5-(trifluoromethoxy)quinoxalin-2(1H)-one OCC1=CC(=C2N=C(C(NC2=C1)=O)C)OC(F)(F)F